1-(2-chloro-6-nitrophenyl)piperidine ClC1=C(C(=CC=C1)[N+](=O)[O-])N1CCCCC1